17-((methylsulfonyl)oxy)-3,6,9,12,15-pentaoxaheptadecanoic acid tert-butyl ester C(C)(C)(C)OC(COCCOCCOCCOCCOCCOS(=O)(=O)C)=O